5-bromo-3-(difluoromethyl)-N,N-dimethylpyridineamide BrC=1C=C(C(=NC1)C(=O)N(C)C)C(F)F